N-methylhydrazinecarbothioamide CNC(=S)NN